(R)-1-(3-(2-(6-(3-Aminopiperidine-1-carbonyl)-4-methoxy-3-methylpyrazolo[1,5-a]pyridin-2-yl)-1-(cyclopropylmethyl)-1H-indol-7-yl)azetidin-1-yl)-2-methoxy-2-methylpropan-1-one N[C@H]1CN(CCC1)C(=O)C=1C=C(C=2N(C1)N=C(C2C)C=2N(C1=C(C=CC=C1C2)C2CN(C2)C(C(C)(C)OC)=O)CC2CC2)OC